2-Amino-N-((2-aminothiazol-4-yl)methyl)-1-(3-hydroxy-2,6-dimethylphenyl)-5,6-dimethyl-1H-pyrrolo[2,3-b]pyridine-3-carboxamide NC1=C(C=2C(=NC(=C(C2)C)C)N1C1=C(C(=CC=C1C)O)C)C(=O)NCC=1N=C(SC1)N